C(#N)C1=C(C(=CC(=C1)C#N)C#N)CCCCCCN=C=O 2,4,6-tricyanophenylhexyl isocyanate